C(C)C(CC(C(=O)O)=CC1=CC=C(C=C1)OC)CCCC.COC1=CC=C(C=CC(=O)OCC(CCCC)CC)C=C1 2-ethylhexyl 4-methoxycinnamate (2-ethylhexyl 4-methoxycinnamate)